(2-amino-3-(3-(4-(((4-chlorothiazol-2-yl)amino)methyl)benzyl)isoxazol-5-yl)pyridin-1-ium-1-yl)methyl hydrogen phosphate P(=O)(OC[N+]1=C(C(=CC=C1)C1=CC(=NO1)CC1=CC=C(C=C1)CNC=1SC=C(N1)Cl)N)(O)[O-]